2-(azetidin-1-yl)-N-((2-(trifluoromethyl)pyridin-3-yl)methyl)pyrido[2,3-d]pyrimidin N1(CCC1)C1N=CC2=C(N1CC=1C(=NC=CC1)C(F)(F)F)N=CC=C2